3-CHLORO-2-METHOXYPYRIDINE-4-BORONIC ACID ClC=1C(=NC=CC1B(O)O)OC